C(C)(C)N(C1=NC(=CC(=N1)C(=O)NC1=CC(=C(C(=O)O)C=C1)C)C(F)(F)F)C(C)C 4-(2-(diisopropylamino)-6-(trifluoromethyl)pyrimidine-4-amido)-2-methylbenzoic acid